FC=1C(=NC=C(C1)C(C(C(F)(F)F)(F)F)(F)F)NC(C1=C(C=C(C(=C1)[N+](=O)[O-])C)SC1=NN=NN1CCO)=O N-[3-fluoro-5-(1,1,2,2,3,3,3-heptafluoropropyl)-2-pyridyl]-2-[1-(2-hydroxyethyl)tetrazol-5-yl]sulfanyl-4-methyl-5-nitro-benzamide